ethyl 1-((cis)-4-hydroxy cyclohexyl)-1H-pyrazole-4-carboxylate O[C@H]1CC[C@H](CC1)N1N=CC(=C1)C(=O)OCC